IC1=C(C=C(C=C1C)C(F)(F)F)OC 2-iodo-1-methoxy-3-methyl-5-(trifluoromethyl)benzene